ClC=1C=CC2=C(N(CN(S2(=O)=O)[C@@H]([C@H](C)C2=C(C(=CC=C2F)C)C)C2=NNC(O2)=O)C)C1C 5-((1S,2R)-1-(6-chloro-4,5-dimethyl-1,1-dioxido-3,4-dihydro-2H-benzo[e][1,2,4]thiadiazin-2-yl)-2-(6-fluoro-2,3-dimethylphenyl)propyl)-1,3,4-oxadiazol-2(3H)-one